(R)-4-(4,7-di(1H-pyrazol-5-yl)imidazo[1,5-b]pyridazin-2-yl)-3-methylmorpholine N1N=CC=C1C=1C=2N(N=C(C1)N1[C@@H](COCC1)C)C(=NC2)C2=CC=NN2